(1-phenylpyrazol-4-yl)-1H-indole-3-carboxylic acid methyl ester COC(=O)C1=CN(C2=CC=CC=C12)C=1C=NN(C1)C1=CC=CC=C1